(R)-1-(4-(6-amino-5-(trifluoromethoxy)pyridin-3-yl)-1-(3-(4,4-difluoropiperidin-1-yl)bicyclo[1.1.1]Pentan-1-yl)-1H-imidazol-2-yl)-2,2,2-trifluoroethanol NC1=C(C=C(C=N1)C=1N=C(N(C1)C12CC(C1)(C2)N2CCC(CC2)(F)F)[C@H](C(F)(F)F)O)OC(F)(F)F